5'-(2-chloro-4-nitro-6-(trifluoromethyl)phenoxy)spiro[cyclopropane-1,3'-indoline]-2'-one ClC1=C(OC=2C=C3C4(C(NC3=CC2)=O)CC4)C(=CC(=C1)[N+](=O)[O-])C(F)(F)F